6-phenyldibenzo[b,d]furan-1-amine C1(=CC=CC=C1)C1=CC=CC=2C3=C(OC21)C=CC=C3N